3-bromo-6-methylpicolinic acid BrC=1C(=NC(=CC1)C)C(=O)O